C(#CCCCCCC)[NH-] octynylamide